17-(nonyloxy)-9,17-dioxoheptadecanoic acid C(CCCCCCCC)OC(CCCCCCCC(CCCCCCCC(=O)O)=O)=O